ClC1=CC(=C2CNCC2=C1)F 6-chloro-4-fluoroisoindoline